N-(6-chloroquinolin-2-yl)-1-(5-(cis-3-(trifluoromethoxy)cyclobutyl)-1,3,4-oxadiazol-2-yl)piperidine-4-carboxamide ClC=1C=C2C=CC(=NC2=CC1)NC(=O)C1CCN(CC1)C=1OC(=NN1)[C@@H]1C[C@@H](C1)OC(F)(F)F